(R)-6-(1-ethynylcyclopropyl)-2-methyl-4-((1-(2-methyl-3-(trifluoromethyl)phenyl)prop-2-yn-1-yl)amino)pyrido[4,3-d]pyrimidin-7(6H)-one C(#C)C1(CC1)N1C=C2C(N=C(N=C2N[C@H](C#C)C2=C(C(=CC=C2)C(F)(F)F)C)C)=CC1=O